2-(difluoromethoxy)-3-fluoro-N-((5-(2-methoxyphenyl)-1H-1,2,4-triazol-3-yl)methyl)benzamide FC(OC1=C(C(=O)NCC2=NNC(=N2)C2=C(C=CC=C2)OC)C=CC=C1F)F